(triethoxysilylpropyl)(dimethylethoxysilylmethyl)amine C(C)O[Si](OCC)(OCC)CCCNC[Si](OCC)(C)C